FC(S(=O)(=O)O)(F)F.[Li] lithium trifluoromethanesulphonic acid